5-chloro-1-(3-fluoro-4-methylbenzyl)-4-(oxazol-5-yl)-1,3-dihydro-2H-benzo[b]azepine ClC=1C2=C(N(CCC1C1=CN=CO1)CC1=CC(=C(C=C1)C)F)C=CC=C2